tert-butyl (S)-(3-hydroxypiperidin-1-yl)carboxylate [[5-[1-(4-amino-2,6-difluorophenyl)-1H-pyrazol-3-yl]-2-methyl-phenyl]methyl]carbamate NC1=CC(=C(C(=C1)F)N1N=C(C=C1)C=1C=CC(=C(C1)CNC(O)=O)C)F.O[C@@H]1CN(CCC1)C(=O)OC(C)(C)C